C1(=CC=CC=C1)C1=NC(=NC(=N1)C1=CC=CC=C1)C1=C(C=C(C=C1)OCCCCCC)O 2-(4,6-diphenyl-1,3,5-triazin-2-yl)-5-n-hexyloxyphenol